8-bromo-N-(4-methoxybenzyl)-6-methylimidazo[1,5-a]quinoxalin-4-amine BrC1=CC(=C2N=C(C=3N(C2=C1)C=NC3)NCC3=CC=C(C=C3)OC)C